N'-(1,2,3,5,6,7-hexahydro-s-indacen-4-ylcarbamoyl)-4-(2-methoxypropan-2-yl)benzenesulfonimidamide C1CCC2=C(C=3CCCC3C=C12)NC(=O)N=S(=O)(N)C1=CC=C(C=C1)C(C)(C)OC